4-[3-ethyl-1-(2-methoxyethyl)pyrazol-4-yl]-2,3-difluoro-phenol C(C)C1=NN(C=C1C1=C(C(=C(C=C1)O)F)F)CCOC